C(C)(C)(C)C1=CC=C(C=C1)N1C=NC2=C1C=CC=C2 (4-tert-butylphenyl)-1H-benzimidazole